C(C)(C)(C)OC(NC1=CC=C(C=C1)C(NCC1=NC=CC(=C1)C=1C=C(C(=NC1)N)C1=NC=C(C=C1)C(N(C)C)=O)=O)=O tert-butyl(4-(((2'-amino-5-(dimethylcarbamoyl)-[2,3':5',4''-terpyridin]-2''-yl)methyl)carbamoyl)phenyl)carbamate